CC(CCCCCCC)(C)Cl dimethyl-octyl chloride